FC1(CCN(CCC1)C1=NC2=CC=CC=C2C=C1C(=O)NC1=CC(=CC=C1)S(=O)CC)F 2-(4,4-difluoroazepan-1-yl)-N-(3-(ethylsulfinyl)phenyl)quinoline-3-carboxamide